C(#N)C=1C=C(SC1)CNC(=O)[C@H]1N(CC2(OCCO2)C1)C(CNC(=O)C1=CC(=C(C=C1)C1=CC=CC=C1)C)=O (S)-N-((4-cyanothiophen-2-yl)methyl)-7-((2-methyl-[1,1'-biphenyl]-4-carbonyl)glycyl)-1,4-dioxa-7-azaspiro[4.4]nonane-8-carboxamide